ethyl 6-hydroxyhexanoate OCCCCCC(=O)OCC